CC1C[C@@H]2CC[C@H](C1)N2 (1S,3r,5R)-3-methyl-8-azabicyclo[3.2.1]octane